2-stilbenecarbonitrile C=1(C(=CC=CC1)C#N)C=CC1=CC=CC=C1